glyceryl stearate monocitrate C(CC(O)(C(=O)O)CC(=O)O)(=O)O.C(CCCCCCCCCCCCCCCCC)(=O)OCC(O)CO